ClC=1C=C(C=CC1F)NC(=O)[C@@H]1N(S(N[C@@H](C1)C=1SC(=CN1)C=1C=NN(C1)C)(=O)=O)C Cis-N-(3-Chloro-4-fluorophenyl)-2-methyl-5-(5-(1-methyl-1H-pyrazol-4-yl)thiazol-2-yl)-1,2,6-thiadiazinane-3-carboxamide 1,1-dioxide